C(=CC)N1CC(CC1)C=1C=C(C=C2C=NC=NC12)C1=C(C=C(C(=O)NC2=NC=CC(=C2)C2CC2)C=C1)F 4-(8-(1-propenylpyrrolidin-3-yl)quinazolin-6-yl)-N-(4-cyclopropylpyridin-2-yl)-3-fluorobenzamide